C(N)(=O)C1=C(N=CN1)NCC1=C(C=C(C=C1)Cl)C1N(CCOC1)C(=O)OC(C)(C)C tert-Butyl 3-(2-(((5-carbamoyl-1H-imidazol-4-yl)amino)methyl)-5-chlorophenyl)morpholine-4-carboxylate